C(C1=CC=CC=C1)NC1=NC(=NN2C1=CC=C2)N2C(=CC=1C(=CC=CC21)C(=O)O)C 1-(4-(benzylamino)pyrrolo[2,1-f][1,2,4]triazin-2-yl)-2-methyl-1H-indole-4-carboxylic acid